O(C1=CC=CC=C1)C1=CC=C(C=C1)OC(C1=CC=CC=C1)=O benzoic acid-4-phenoxyphenyl ester